ClC1=NC=C(C(=N1)NCC1=CC(=CC(=C1)C(F)(F)F)F)C(=O)N 2-chloro-4-((3-fluoro-5-(trifluoromethyl)benzyl)amino)pyrimidin-5-carboxamide